2,2'-(7-(4-isothiocyanatobenzyl)-1,4,7-triazacyclononane-1,4-diyl)diacetic acid N(=C=S)C1=CC=C(CN2CCN(CCN(CC2)CC(=O)O)CC(=O)O)C=C1